Cl.CC=1C=C(C=CC1C)NC1=NC(=NC(=N1)N1CCCC1)NC=1C=C(C=CC1)C(C)=O 1-{3-[4-(3,4-Dimethylphenylamino)-6-pyrrolidin-1-yl-[1,3,5]triazin-2-ylamino]-phenyl}-ethanone hydrochloride